methyl 2-((2-ethyl-4-fluorophenyl)-amino)-5-(trifluoro-methyl)benzoate C(C)C1=C(C=CC(=C1)F)NC1=C(C(=O)OC)C=C(C=C1)C(F)(F)F